BrC=1C=CC(=C(C=NC=2C=C(C(=O)O)C=CC2)C1)OC(C(C)C)=O 3-(5-bromo-2-(isobutyryloxy)benzylidene-amino)benzoic acid